pyrrol-2(1H)-carboxamide N1C(=CC=C1)C(=O)N